5H-pyrrolo[4,3-d]pyrimidine N1=CN=CC2=C1C=NC2